OC1=C(C=CC=C1C)CC(=O)OCC ethyl 2-(2-hydroxy-3-methylphenyl)acetate